C1(CCCC2=CC=CC=C12)C(=O)N(C1=C(C(=C(S1)C(=O)N)C)C#N)C(=O)C1CCCC2=CC=CC=C12 5-[Bis-(1,2,3,4-tetrahydro-naphthalene-1-carbonyl)-amino]-4-cyano-3-methyl-thiophene-2-carboxylic acid amide